3-methyl-1,3-benzodiazole-5-carboxamide CN1C=NC2=C1C=C(C=C2)C(=O)N